N-([1,1'-biphenyl]-4-yl)-3-phenyl-9,9'-spirobi[fluoren]-2-amine C1(=CC=C(C=C1)NC1=CC=2C3(C4=CC=CC=C4C2C=C1C1=CC=CC=C1)C1=CC=CC=C1C=1C=CC=CC13)C1=CC=CC=C1